tert-butyl (1R,3S)-1-(((R)-tert-butylsulfinyl)amino)-3-((quinoline-2-carbonyl)oxy)-8-azaspiro[4.5]decane-8-carboxylate C(C)(C)(C)[S@@](=O)N[C@@H]1C[C@H](CC12CCN(CC2)C(=O)OC(C)(C)C)OC(=O)C2=NC1=CC=CC=C1C=C2